[Na+].FC1=CC=C(C=C1)S(=O)(=O)[O-] 4-fluorobenzenesulfonic acid sodium salt